NC(C(=O)NCCCCCCCCCCCC)CC(=O)NCCCCCCCCCCCC 2-amino-N,N'-didodecyl-butanediamide